C1(CC1)OC1=C(C=C(C=N1)CNC(C1=C(C=CC(=C1)C1=NC=CC=C1CO)F)=O)F N-((6-cyclopropoxy-5-fluoropyridin-3-yl)methyl)-2-fluoro-5-(3-(hydroxymethyl)pyridin-2-yl)benzamide